1-(3,4-dichlorophenyl)-3-hydroxycyclobutane-1-carbohydrazide ClC=1C=C(C=CC1Cl)C1(CC(C1)O)C(=O)NN